C12CCCCC2[W]CC1 7-tungstabicyclo[4.3.0]nonane